tert-Butyl (S)-4-(7-(4-cyanopyridin-2-yl)-5-((R)-2-methylmorpholino)-7H-pyrrolo[2,3-d]pyrimidin-4-yl)-3-methylpiperazine-1-carboxylate C(#N)C1=CC(=NC=C1)N1C=C(C2=C1N=CN=C2N2[C@H](CN(CC2)C(=O)OC(C)(C)C)C)N2C[C@H](OCC2)C